F[C@@H]1CN(CC1)C1=NC=CC(=C1C1=NC2=C(N1)CCCC2)C2=CC=CC=C2 (S)-2-(2-(3-fluoropyrrolidin-1-yl)-4-phenylpyridin-3-yl)-4,5,6,7-tetrahydro-1H-benzo[d]imidazole